1-(3,5-dimethoxy-4-((4,4,4-trifluorobutyl)thio)phenyl)butan-2-amine COC=1C=C(C=C(C1SCCCC(F)(F)F)OC)CC(CC)N